FC(C1=C(C=C(C(=O)NCC2=C(C=CC3=C2N(C(=N3)C)C)OC)C=C1F)F)F 4-(Difluoromethyl)-3,5-difluoro-N-((6-methoxy-1,2-dimethyl-1H-benzimidazol-7-yl)-methyl)benzamid